CN(C(=O)C=1C=C(C2=C(N(C(=N2)C)S(=O)(=O)C2=CC=C(C)C=C2)C1)OC(C)=O)C acetic acid 6-(dimethylcarbamoyl)-2-methyl-1-tosyl-1H-benzo[d]imidazol-4-yl ester